icosanyl decanoate C(CCCCCCCCC)(=O)OCCCCCCCCCCCCCCCCCCCC